2,2'-{1,4,7-triazonane-1,4-diylbis[methylene(2-hydroxy-5-methyl-3,1-phenylene)methyleneoxy]}di(propane-1,3-diol) N1(CCN(CCNCC1)CC=1C(=C(C=C(C1)C)COC(CO)CO)O)CC=1C(=C(C=C(C1)C)COC(CO)CO)O